2-benzoyl-5-phenylfuran C(C1=CC=CC=C1)(=O)C=1OC(=CC1)C1=CC=CC=C1